N-(3-fluorophenyl)-2-(pyridin-4-yl)pyrido[3,4-d]pyrimidin-4-amine FC=1C=C(C=CC1)NC=1C2=C(N=C(N1)C1=CC=NC=C1)C=NC=C2